dimethyl-(p-methylsulfinylphenyl)sulfonium C[S+](C1=CC=C(C=C1)S(=O)C)C